NC1=C(C(=O)O)C=CC=C1N1CC2(C1)CN(C2)C2=CC=CC=C2 2-amino-3-(6-phenyl-2,6-diazaspiro[3.3]heptan-2-yl)benzoic acid